ClC=1N=CN(C1C1=CC=CN2C(=CC=C12)C(=O)C1=CC(=C(C=C1)NC(\C=C\CNC1CCC(CC1)OC)=O)C#N)C(C)C (E)-N-(4-(8-(4-chloro-1-isopropyl-1H-imidazol-5-yl)indolizine-3-carbonyl)-2-cyanophenyl)-4-(((1r,4r)-4-methoxycyclohexyl)amino)but-2-enamide